C1N(CCC2=CC=CC=C12)C[C@H](CN1CCOC2=C(C1=O)C=CC(=C2)OC2CCN(CC2)C(=O)OC(C)(C)C)O tert-butyl 4-[[4-[(2R)-3-(3,4-dihydro-1H-isoquinolin-2-yl)-2-hydroxy-propyl]-5-oxo-2,3-dihydro-1,4-benzoxazepin-8-yl]oxy]piperidine-1-carboxylate